O[C@@]1(CN(CC[C@@H]1O)C(=O)OC(C)(C)C)C(=O)OC |r| rac-1-(tert-butyl) 3-methyl (3R,4S)-3,4-dihydroxypiperidine-1,3-dicarboxylate